3'-nitro-4-dimethylaminoazobenzene [N+](=O)([O-])C=1C=C(C=CC1)N=NC1=CC=C(C=C1)N(C)C